NC1=C(C=NN1C=1C=NC(=CC1C)OC1=C(C=CC=C1F)F)C(=O)C1=CC2=C3CCN(CC3=CC=C2N1)CC#N {2-[(5-amino-1-{6-[(2,6-difluorophenyl)oxy]-4-methylpyridin-3-yl}pyrazol-4-yl)carbonyl]-6,7,8,9-tetrahydro-3H-pyrrolo[3,2-f]isoquinolin-7-yl}acetonitrile